ClC1=C(C=NC=C1)C1CN(C2(CC2)C1)C(=O)OC(C)(C)C tert-butyl 6-(4-chloropyridin-3-yl)-4-azaspiro[2.4]heptane-4-carboxylate